C(C)N1C(CCC1)C N-ethyl-methyl-pyrrolidine